5-(N-(3-(dimethylamino)phenethyl)sulfamoyl)-3-methylbenzofuran-2-carboxylic acid CN(C=1C=C(CCNS(=O)(=O)C=2C=CC3=C(C(=C(O3)C(=O)O)C)C2)C=CC1)C